P1C=CC2=C1C=CC=C2 BENZOPHOSPHOLE